tert-butyl (2R)-2-[(methylsulfonyloxy)methyl]morpholine-4-carboxylate CS(=O)(=O)OC[C@H]1CN(CCO1)C(=O)OC(C)(C)C